C(C1=CC=CC=C1)N(C(=O)C=1NC=C(C1)C1=NC(=NC=C1C(F)(F)F)N[C@@H]1CNCCC1)C N-benzyl-N-methyl-4-(2-{[(3S)-piperidin-3-yl]amino}-5-(trifluoromethyl)pyrimidin-4-yl)-1H-pyrrole-2-carboxamide